COC=1C=C(C(=O)NC)C=CC1NCC#CC=1N(C2=CC=CC(=C2C1)NC1CCC(CC1)N)CC(F)(F)F 3-methoxy-N-methyl-4-{[3-(4-{[(1S,4S)-4-aminocyclohexyl]amino}-1-(2,2,2-trifluoroethyl)-1H-indol-2-yl)prop-2-yn-1-yl]amino}benzamide